2-(4-hydroxybicyclo[2.2.1]heptan-1-ylamino)-4-(3-methylbicyclo[1.1.1]pentan-1-ylamino)pyrimidine-5-carboxamide OC12CCC(CC1)(C2)NC2=NC=C(C(=N2)NC21CC(C2)(C1)C)C(=O)N